BrC1=CC=C2C(=CNC2=C1)CCNC(C1=C(C=C(C=C1)F)NC1=CC(=C(C(=C1)OC)OC)OC)=O N-(2-(6-bromo-1H-indol-3-yl)ethyl)-4-fluoro-2-((3,4,5-trimethoxyphenyl)amino)benzamide